CC1=C(C=C(C(=O)NC=2C=NC=C(C2)C(F)(F)F)C=C1)[C@H]1CN(CC1)C=1C=NC(=NC1)NC (S)-4-methyl-3-(1-(2-(methylamino)pyrimidin-5-yl)pyrrolidin-3-yl)-N-(5-(trifluoromethyl)pyridin-3-yl)benzamide